(3S)-1-(4-(7-cyclopropyl-5-[(1R)-1-methyl-1,2,3,4-tetrahydroisoquinoline-2-carbonyl]pyrazolo[1,5-a]pyrimidin-2-yl)-3-fluorophenyl)-pyrrolidine-3-carboxylic acid C1(CC1)C1=CC(=NC=2N1N=C(C2)C2=C(C=C(C=C2)N2C[C@H](CC2)C(=O)O)F)C(=O)N2[C@@H](C1=CC=CC=C1CC2)C